2-(((Benzyloxy)carbonyl)(ethyl)amino)-3-(p-tolyl)propanoic acid C(C1=CC=CC=C1)OC(=O)N(C(C(=O)O)CC1=CC=C(C=C1)C)CC